3-Iodo-1-methyl-1,4,6,7-tetrahydro-5H-pyrazolo[4,3-c]pyridine-5-carboxylic acid tert-butyl ester C(C)(C)(C)OC(=O)N1CC2=C(CC1)N(N=C2I)C